Rubidium-iron-boron [B].[Fe].[Rb]